6-chloro-1-(2,2,3,3,3-pentafluoropropyl)-1,7-naphthyridin-2-one ClC=1C=C2C=CC(N(C2=CN1)CC(C(F)(F)F)(F)F)=O